ethyl (2R,3R)-3-(methoxymethyl)-1-tritylaziridine-2-carboxylate COC[C@H]1[C@@H](N1C(C1=CC=CC=C1)(C1=CC=CC=C1)C1=CC=CC=C1)C(=O)OCC